4-(6-(Acryloyloxy)hexyloxy)phenyl 4-(6-(acryloyloxy)hexyloxy)-2-methylbenzoate C(C=C)(=O)OCCCCCCOC1=CC(=C(C(=O)OC2=CC=C(C=C2)OCCCCCCOC(C=C)=O)C=C1)C